C(C)OC(C1=CC(=NC(=C1)OCC)N(C)C)=O 2-(dimethylamino)-6-ethoxyisonicotinic acid ethyl ester